(1aS,5aS)-2-[5-(2,4-Difluoro-phenyl)-pyridin-2-yl]-1a,2,5,5a-tetrahydro-1H-2,3-diaza-cyclopropa[a]pentalene-4-carboxylic acid (2-hydroxy-1,1-dimethyl-ethyl)-amide OCC(C)(C)NC(=O)C=1C=2C[C@H]3[C@@H](C2N(N1)C1=NC=C(C=C1)C1=C(C=C(C=C1)F)F)C3